ClC=1C=CC(=NC1)[C@@]1(C[C@@H](N[C@@H](C1)C=1N=NN(C1)C)C)O (2S,4S,6S)-4-(5-chloro-2-pyridinyl)-2-methyl-6-(1-methyltriazol-4-yl)piperidin-4-ol